trans-4-((3-((Cyclopropylmethyl)amino)-5-(4-hydroxycyclohexyl)-6-oxo-5,6-dihydropyrimido[4,5-c]isoquinolin-8-yl)methyl)-1,4-diazabicyclo[3.2.2]nonane 1-oxide C1(CC1)CNC=1N=CC2=C(N(C(C=3C=C(C=CC23)CN2CC[N@+]3(CC[C@H]2CC3)[O-])=O)C3CCC(CC3)O)N1